C(#N)C1=C(C=C(C=C1)N1CCC(CC1)C1=CC=C(OCCN2CCN(CC2)C(=O)OC(C)(C)C)C=C1)C(F)(F)F tert-butyl 4-(2-(4-(1-(4-cyano-3-(trifluoromethyl)-phenyl)piperidin-4-yl)phenoxy)ethyl)piperazine-1-carboxylate